Methyl 2-[[4-[[4-[[(4-iodophenyl)sulfonyl-methyl-amino]methyl]triazol-1-yl]methyl]phenyl]carbamoyl]-4-methyl-pentanoate IC1=CC=C(C=C1)S(=O)(=O)N(C)CC=1N=NN(C1)CC1=CC=C(C=C1)NC(=O)C(C(=O)OC)CC(C)C